C(#N)C=1C(=C(C=CC1)[C@@H](C)NC(=O)C1=CN(C(C=C1NC1[C@@H]2CN(C[C@H]12)C)=O)[C@H]1C([C@@H]1C)(F)F)C N-((R)-1-(3-cyano-2-methylphenyl)ethyl)-1-((1R,3R)-2,2-difluoro-3-methylcyclopropyl)-4-(((1R,5S,6s)-3-methyl-3-azabicyclo[3.1.0]hex-6-yl)amino)-6-oxo-1,6-dihydropyridine-3-carboxamide